[N+](=[N-])=CC(CC[C@@H](C(=O)OCOC)NC([C@@H](C)OC)=O)=O methoxymethyl (S)-6-diazo-2-((R)-2-methoxypropanamido)-5-oxohexanoate